ClC=1C(=C(C(=NC1C)N1CC(CC=C1)(F)F)C(=O)NC1=CC(=CC=C1)S(N)(=O)=O)C 5-chloro-2-(3,3-difluoropyridin-1-yl)-4,6-dimethyl-N-(3-sulfamoylphenyl)-pyridine-3-carboxamide